C(C1=CC=CC=C1)P(OC1=C(C(=CC(=C1)CCCCC)O)C1C(CCC(=C1)C)C(=C)C)(OC)=O 6-hydroxy-5'-methyl-4-pentyl-2'-(prop-1-en-2-yl)-1',2',3',4'-tetrahydro-[1,1'-biphenyl]-2-yl methyl benzylphosphonate